CN(CCC=1C=C(C=CC1)C(C(=O)N)C1=CC=C(C=C1)C1=CC=2N(C=C1)N=CN2)C [3-[2-(Dimethylamino)ethyl]phenyl]-2-[4-([1,2,4]triazolo[1,5-a]pyridin-7-yl)phenyl]acetamide